N-(1-(2-(cyclopropanesulfonylamino)pyrimidin-4-yl)propyl)-4-(6-ethoxypyrazin-2-yl)-2-fluorobenzamide C1(CC1)S(=O)(=O)NC1=NC=CC(=N1)C(CC)NC(C1=C(C=C(C=C1)C1=NC(=CN=C1)OCC)F)=O